5-chloro-1-(1-cyclopropyl-1H-pyrazol-4-yl)-6-(1-(oxetan-3-yl)piperidin-4-yl)-1H-indazole ClC=1C=C2C=NN(C2=CC1C1CCN(CC1)C1COC1)C=1C=NN(C1)C1CC1